N1(CCCC1)C(=O)OC1=CC(=C(C=C1)C(\C=C\C1=CC=C(C=C1)N(CC)CC)=O)O [4-[(E)-3-[4-(Diethylamino)phenyl]prop-2-enoyl]-3-hydroxyphenyl] pyrrolidine-1-carboxylate